(3-bromo-4-fluorophenyl)-8-chloro-N-methyl-[1,2,4]triazolo[4,3-a]quinazolin-5-amine BrC=1C=C(C=CC1F)C1=NN=C2N1C1=CC(=CC=C1C(=N2)NC)Cl